N-[2-({[2-{[4-(1-hydroxy-1-methylethyl)phenyl]amino}-5-(trifluoromethyl)pyrimidin-4-yl]amino}methyl)pyridin-3-yl]-N-methylmethane-sulfonamide OC(C)(C)C1=CC=C(C=C1)NC1=NC=C(C(=N1)NCC1=NC=CC=C1N(S(=O)(=O)C)C)C(F)(F)F